3(R)-cyclopentyl-3-[4-(7H-pyrrolo[2,3-d]pyrimidin-4-yl)-1H-pyrazol-1-yl]propionitrile C1(CCCC1)[C@@H](CC#N)N1N=CC(=C1)C=1C2=C(N=CN1)NC=C2